1-(8-(6-cyclopropylpyridin-3-yl)-7-(4-(trifluoro-methyl)phenoxy)-3,4-dihydroisoquinolin-2(1H)-yl)-3-(methylsulfonyl)propan-1-one C1(CC1)C1=CC=C(C=N1)C=1C(=CC=C2CCN(CC12)C(CCS(=O)(=O)C)=O)OC1=CC=C(C=C1)C(F)(F)F